trimethylpentan-1-aminium CC(CCCC[NH3+])(C)C